(S)-4-(6-bromo-7-chloro-2-(((S)-1-methylpyrrolidin-2-yl)methoxy)quinazolin-4-yl)-3-methylpiperazine-1-carboxylic acid tert-butyl ester C(C)(C)(C)OC(=O)N1C[C@@H](N(CC1)C1=NC(=NC2=CC(=C(C=C12)Br)Cl)OC[C@H]1N(CCC1)C)C